CC(C)=CCCC(C)=CC=O.[C] carbon citral